N(=C=S)CCCCCSC[C@H]1OCCN(CCOCCOCCN(CCOC1)CC1=CC=CC(=N1)C(=O)O)CC1=CC=CC(=N1)C(=O)O (S)-6,6'-((2-(((5-isothiocyanatopentyl)thio)methyl)-1,4,10,13-tetraoxa-7,16-diazacyclooctadecane-7,16-diyl)bis(methylene))dipicolinic acid